7-(chloromethyl)thieno[3,4-c]quinolin-4(5H)-one ClCC=1C=CC=2C=3C(C(NC2C1)=O)=CSC3